2,3-Difluoro-5-(5-(4-(methylsulfonyl)piperidin-1-yl)-1H-indazol-1-yl)phenol FC1=C(C=C(C=C1F)N1N=CC2=CC(=CC=C12)N1CCC(CC1)S(=O)(=O)C)O